((2-(2-cyanopyridin-4-yl)-6-isopropylphenyl)carbamoyl)-6,7-dihydro-5H-pyrazolo[5,1-b][1,3]oxazine C(#N)C1=NC=CC(=C1)C1=C(C(=CC=C1)C(C)C)NC(=O)C1=NN2C(OCCC2)=C1